C1(=CC(=CC=C1)C1=NC=CC=C1C1=NN2C(C=CC=C2)=N1)C 2-(m-Tolyl)pyridin-3-yl-[1,2,4]triazolo[1,5-a]pyridin